C(C1=CC=CC=C1)OC=1C(=NN(C1Br)COCC[Si](C)(C)C)C(C)(C)C 4-(benzyloxy)-5-bromo-3-(tert-butyl)-1-((2-(trimethylsilyl)ethoxy)methyl)-1H-pyrazole